C(#N)C=1C(=NC(=CC1)C)[C@H]1C[C@H](C1)NC(=O)C=1N=NN(C1)[C@H](C)C=1C=NC(=C(C1C)F)N1C([C@@H]2C[C@@H]2C1)=O |o1:21| N-((cis)-3-(3-cyano-6-methylpyridin-2-yl)cyclobutyl)-1-((R or S)-1-(5-fluoro-4-methyl-6-((1R,5S)-2-oxo-3-azabicyclo[3.1.0]hexan-3-yl)pyridin-3-yl)ethyl)-1H-1,2,3-triazole-4-carboxamide